methyl 6-amino-4-cyclobutoxynicotinate NC1=NC=C(C(=O)OC)C(=C1)OC1CCC1